N-(4-amino-1-naphthyl)maleimide NC1=CC=C(C2=CC=CC=C12)N1C(C=CC1=O)=O